(5-(3,5-dichlorophenyl)-5-(trifluoromethyl)-4,5-dihydroisoxazol-3-yl) phenyl-3-bromobenzoate C1(=CC=CC=C1)C1=C(C(=O)OC2=NOC(C2)(C(F)(F)F)C2=CC(=CC(=C2)Cl)Cl)C=CC=C1Br